(R)-7-cyano-N-(2-fluoro-3-hydroxy-3-methylbutyl)-4-((1-(methylsulfonyl)piperidin-4-yl)amino)-5H-pyrido[3,2-b]indole-3-carboxamide C(#N)C=1C=CC=2C3=C(NC2C1)C(=C(C=N3)C(=O)NC[C@H](C(C)(C)O)F)NC3CCN(CC3)S(=O)(=O)C